vanillyl pelargonate C(CCCCCCCC)(=O)OCC1=CC(OC)=C(O)C=C1